2-[(3-bromo-2-fluoro-phenyl) methyl]-6-oxa-3-azabicyclo[3.1.0]hexane-3-carboxylate BrC=1C(=C(C=CC1)CC1C2OC2CN1C(=O)[O-])F